(3S,4S)-4-amino-1-methylpyrrolidin-3-yl isobutyrate C(C(C)C)(=O)O[C@H]1CN(C[C@@H]1N)C